C=C(O)P(=O)(O)O hydroxyethylenephosphonic acid